NC1=NC=CC=C1C1=NC=2C(=NC(=CC2)C2=CC=CC=C2)N1C1=CC=C(CN2CCC(CC2)NC2=CC(=C(C=O)C=C2)O)C=C1 4-((1-(4-(2-(2-aminopyridin-3-yl)-5-phenyl-3H-imidazo[4,5-b]pyridin-3-yl)benzyl)piperidin-4-yl)amino)-2-hydroxybenzaldehyde